naphthylcyclopropylamine-tosylate salt S(=O)(=O)(O)C1=CC=C(C)C=C1.C1(=CC=CC2=CC=CC=C12)NC1CC1